tert-Butyl 3-({[4-(aminomethyl)pyridin-3-yl]oxy}methyl)pyrrolidine-1-carboxylate NCC1=C(C=NC=C1)OCC1CN(CC1)C(=O)OC(C)(C)C